C(C1=CC=CC=C1)N1N=CC=2CC(CCC12)C(=O)Cl 1-benzyl-4,5,6,7-tetrahydroindazole-5-carbonyl chloride